FC(C1=NC(=NO1)C=1C=CC(=NC1)CNC1CCC(NC2=C1C=CC=C2)=O)(F)F 5-[({5-[5-(trifluoromethyl)-1,2,4-oxadiazol-3-yl]pyridin-2-yl}methyl)amino]-1,3,4,5-tetrahydro-2H-1-benzazepin-2-one